C(C1=CC=CC=C1)NC(=O)N1C(SCC1)C1=CC=CC=C1 (4R)-3-(benzyl-carbamoyl)-2-phenylthiazolidine